N-((endo)-7-cyano-7-azabicyclo[2.2.1]heptan-2-yl)acetamide C(#N)N1C2C(CC1CC2)NC(C)=O